1,2,3,5-O-tetranonanoyl-xylitol C(CCCCCCCC)(=O)C([C@](O)([C@@](O)([C@H](O)COC(CCCCCCCC)=O)C(CCCCCCCC)=O)C(CCCCCCCC)=O)O